5-(6-chloro-5-(cyclopropyldifluoromethyl)pyridazin-3-yl)pyrimidine-2,4(1H,3H)-dione ClC1=C(C=C(N=N1)C=1C(NC(NC1)=O)=O)C(F)(F)C1CC1